CC1=C(C=CC(=C1OC#N)C)OC#N 2,4-dimethyl-1,3-dicyanatobenzene